3-[(3-chloro-2-methoxyphenyl)amino]-2-{2-ethoxypyrido[3,2-d]pyrimidin-8-yl}-1H,5H,6H,7H-pyrrolo[3,2-c]pyridin-4-one ClC=1C(=C(C=CC1)NC1=C(NC2=C1C(NCC2)=O)C2=CC=NC1=C2N=C(N=C1)OCC)OC